6-(2-chloro-6-fluorophenyl)-2-((4-(4-acetylpiperazin-1-yl)phenyl)amino)-8,9-dihydroimidazo[1,2-a]pyrimido[5,4-e]pyrimidin-5(6H)-one ClC1=C(C(=CC=C1)F)N1C=2N(C3=C(C1=O)C=NC(=N3)NC3=CC=C(C=C3)N3CCN(CC3)C(C)=O)CCN2